BrC1=CC=2SC=CC2C=2SC=CC21 4-bromobenzo[1,2-b:3,4-b']dithiophene